CC(C(C)O)C(C)O 3-methylpentan-2,4-diol